1-(1-methoxypropan-2-yl)-1H-pyrazol COCC(C)N1N=CC=C1